ClC1=C(C=C(C=C1)F)C1=CC=C(N=N1)NC1C2CN(CC12)CC1=CC(=CC=C1)F trans-N-[6-(2-chloro-5-fluoro-phenyl)pyridazin-3-yl]-3-[(3-fluorophenyl)methyl]-3-azabicyclo[3.1.0]hexane-6-amine